COC=1C=CC=C2CCC3(CCCCC3)C12 7-methoxyindan-1-spiro-cyclohexane